C(C)OC(=O)C=1C=NN(C1N)C1=CC(=CC=C1)C#N 1-(3-cyanophenyl)-5-amino-1H-pyrazole-4-carboxylic acid ethyl ester